IC1=C(C=CC=C1)\C=C\C 1-(2-iodophenyl)-trans-1-propene